4,5-di-undecylimidazole C(CCCCCCCCCC)C=1N=CNC1CCCCCCCCCCC